CN1N=C2C(=C(C(=CC2=C1)C=1SC=2C(N1)=CN(N2)C2CCNCC2)O)C 2,7-dimethyl-5-(2-(piperidin-4-yl)-2H-pyrazolo[4,3-d]thiazol-5-yl)-2H-indazol-6-ol